O=C1C=2C=C(C=NC2CCN1CC1=C(C=CC=C1)OC(F)(F)F)C=1C=CC=2N(N1)C=C(N2)NC(=O)C2CC2 N-(6-(5-oxo-6-(2-(trifluoromethoxy)benzyl)-5,6,7,8-tetrahydro-1,6-naphthyridin-3-yl)imidazo[1,2-b]Pyridazin-2-yl)cyclopropanecarboxamide